CC1=NN(C(=C1C(=O)N[C@@H](C(C)C)C(=O)N[C@H](CCC(=O)OCC)C(=O)OCC)C)C1=NC=CC=C1 Diethyl (3,5-dimethyl-1-(pyridin-2-yl)-1H-pyrazole-4-carbonyl)-L-valyl-D-glutamate